C(#N)C1=CC(=C(COC2=CC=CC(=N2)C=2CCN(CC2)CC2=NC3=C(N2C[C@H]2OCC2)C=C(C=C3)C(=O)OC)C=C1)F Methyl (S)-2-((6-((4-cyano-2-fluorobenzyl)oxy)-3',6'-dihydro-[2,4'-bipyridin]-1'(2'H)-yl)methyl)-1-(oxetan-2-ylmethyl)-1H-benzo[d]imidazole-6-carboxylate